CN1C(C2=CC=CC(=C2C=C1)[N+](=O)[O-])=O methyl-5-nitroisoquinolin-1(2H)-one